(S)-2-amino-2-((S)-7,7-difluorospiro[2.5]octan-5-yl)acetonitrile N[C@H](C#N)[C@H]1CC2(CC2)CC(C1)(F)F